The molecule is a 20-oxo steroid that is 17alpha-pregn-5-en-20-one substituted by a benzoyloxy group at position 12 and hydroxy groups at positions 3, 14 and 17 (the 3beta,12beta,14beta stereoisomer). It is isolated from the roots of Calotropis gigantea and displays inhibitory effects towards chronic myelogenous leukemia K562 and human gastric cancer SGC-7901 cell lines. It has a role as a metabolite and an antineoplastic agent. It is a 17beta-hydroxy steroid, a 20-oxo steroid, a 14beta-hydroxy steroid, a benzoate ester, a 3beta-hydroxy-Delta(5)-steroid and a tertiary alpha-hydroxy ketone. It derives from a hydride of a pregnane. CC(=O)[C@@]1(CC[C@]2([C@@]1([C@@H](C[C@H]3[C@H]2CC=C4[C@@]3(CC[C@@H](C4)O)C)OC(=O)C5=CC=CC=C5)C)O)O